ClC1=CC=C(C=C1)C1=C(C(N(N=C1)C=1C=NN(C1)C([2H])([2H])[2H])=O)C(=O)N[C@H]1[C@@H](COCC1)O (4-chlorophenyl)-N-((trans)-3-hydroxytetrahydro-2H-pyran-4-yl)-2-(1-(methyl-d3)-1H-pyrazol-4-yl)-3-oxo-2,3-dihydropyridazine-4-carboxamide